4-(2,5-difluorophenyl)-6-(5,5-difluorotetrahydro-2H-pyran-2-yl)pyrimidin-5-amine hydrochloride Cl.FC1=C(C=C(C=C1)F)C1=NC=NC(=C1N)C1OCC(CC1)(F)F